C1(CC1)C1=NC=C(C=N1)C(=C)C 2-cyclopropyl-5-(prop-1-en-2-yl)pyrimidine